BrC=1C=C(C(=C(C1)S(=O)(=O)NC=1C(=C(C(=O)NCCOC)C(=C(C1)C1CC1)F)O)O)Cl 3-((5-Bromo-3-chloro-2-hydroxyphenyl)sulfonamido)-5-cyclopropyl-6-fluoro-2-hydroxy-N-(2-methoxyethyl)benzamide